Methyl (S)-1-((1-(tert-butoxycarbonyl) pyrrolidin-2-yl)methyl)-1H-pyrazole-5-carboxylate C(C)(C)(C)OC(=O)N1[C@@H](CCC1)CN1N=CC=C1C(=O)OC